4-chloro-2-(furan-2-yl)-6-(4-(4-isopropylpiperazin-1-yl)phenyl)-1-methyl-1H-benzo[d]imidazole ClC1=CC(=CC=2N(C(=NC21)C=2OC=CC2)C)C2=CC=C(C=C2)N2CCN(CC2)C(C)C